1-(3-methyl-4-(3-(4-(trifluoro-methyl)phenyl)-1H-pyrazolo[4,3-b]pyridin-1-yl)pyrrolidin-1-yl)-prop-2-en-1-one CC1CN(CC1N1N=C(C2=NC=CC=C21)C2=CC=C(C=C2)C(F)(F)F)C(C=C)=O